OC1=CC=C(C=C1)C1=CC(=CC=C1OC)C(=O)OC methyl 4'-hydroxy-6-methoxybiphenyl-3-carboxylate